FC=1C=C(C=CC1OC1=C2C(=NC=C1)NN=C2N[C@H](COC)C)NC(=O)C=2C(N(C(N(C2)C)=O)C2=CC=C(C=C2)F)=O (S)-N-(3-fluoro-4-((3-((1-methoxypropan-2-yl)amino)-1H-pyrazolo-[3,4-b]pyridin-4-yl)-oxy)phenyl)-3-(4-fluorophenyl)-1-meth-yl-2,4-dioxo-1,2,3,4-tetrahydropyrimidine-5-carboxamide